spiro[cyclopentane-1,2'-pyrrolo[3',2':5,6]pyrido[3,4-b]pyrazin]-3'(1'H)-one N1C=2C(=NC(C13CCCC3)=O)C=NC=3C2C=CN3